C(C)(C)(C)OC(=O)N1CC(C1)(C(C1=CC=C(C=C1)OC(F)(F)F)=O)C#N 3-Cyano-3-(4-trifluoromethoxy-benzoyl)-azetidine-1-carboxylic acid tert-butyl ester